N(=C=O)C1CC2CC(CCC2CC1)N=C=O 2,7-diisocyanatodecalin